tris(diethylamino)(3-isopropenylphenyl)silane C(C)N(CC)[Si](C1=CC(=CC=C1)C(=C)C)(N(CC)CC)N(CC)CC